6-{3-[(3-{[2-fluorocyclopropyl]carbamoyl}-8-{[(4-methoxyphenyl)methyl](methyl)amino}imidazo[1,2-b]pyridazin-6-yl)amino]phenyl}pyridine-3-carboxylate FC1C(C1)NC(=O)C1=CN=C2N1N=C(C=C2N(C)CC2=CC=C(C=C2)OC)NC=2C=C(C=CC2)C2=CC=C(C=N2)C(=O)[O-]